5-chloro-N2-(4-((2S,6S)-2,6-dimethyl-1-(tetrahydro-2H-pyran-4-yl)-1,2,3,6-tetrahydropyridin-4-yl)-2-isopropoxy-5-methyl-phenyl)-N4-(2-(isopropylsulfonyl)phenyl)pyrimidine-2,4-diamine ClC=1C(=NC(=NC1)NC1=C(C=C(C(=C1)C)C=1C[C@@H](N([C@H](C1)C)C1CCOCC1)C)OC(C)C)NC1=C(C=CC=C1)S(=O)(=O)C(C)C